O=C1N(CC2(C1)CCCCC2)CN2CC1(CC2)CCCCC1 2-[(3-oxo-2-azaspiro[4.5]decane-2-yl)methyl]-2-azaspiro[4.5]decane